CC=1C=C(SC1)C1=NC=CC=C1[N+](=O)[O-] 2-(4-Methylthiophen-2-yl)-3-nitropyridine